O=C1NC(CCC1C1=NN(C2=CC(=CC=C12)C1CCN(CC1)CC1CCN(CC1)C(=O)OC(C)(C)C)C)=O tert-butyl 4-[[4-[3-(2,6-dioxo-3-piperidyl)-1-methyl-indazol-6-yl]-1-piperidyl] methyl]piperidine-1-carboxylate